(((cyclopentylmethoxy)carbonyl)amino)benzoic acid C1(CCCC1)COC(=O)NC1=C(C(=O)O)C=CC=C1